3-[[4-[(3S)-3-Amino-4-[1-(trifluoromethyl)cyclopropyl]butyl]-6-(2,6-dimethylphenyl)pyrimidin-2-yl]sulfamoyl]benzoic acid N[C@@H](CCC1=NC(=NC(=C1)C1=C(C=CC=C1C)C)NS(=O)(=O)C=1C=C(C(=O)O)C=CC1)CC1(CC1)C(F)(F)F